OC1=CC=C(C(=O)[O-])C=C1.[Na+] sodium p-hydroxybenzoate